FC1(CCC(CC1)N(C(=O)C1=NON=C1C)C)F 4,4-difluorocyclohexyl(methyl)-4-methyl-1,2,5-oxadiazole-3-carboxamide